(pyrrolidin-1-yl)benzaldehyde N1(CCCC1)C1=C(C=O)C=CC=C1